C(CC=C)[C@@H]1CC(C(N1S(=O)(=O)C1=CC=C(C=C1)C)=O)(CC)C([Si](C)(C)C)(F)F (5R)-5-but-3-enyl-3-[difluoro(trimethylsilyl)methyl]-3-ethyl-1-(p-tolylsulfonyl)pyrrolidin-2-one